N-(2-(6H-oxazolo[4,5-e]indol-8-yl)ethyl)-N-isopropylpropan-2-amine N1=COC=2C1=C1C(=CNC1=CC2)CCN(C(C)C)C(C)C